(R)-(6-(4-(2-cyclopropyloxyphenyl)piperidin-1-yl)-2-azaspiro[3.4]octan-2-yl)(oxetan-3-yl)methanone C1(CC1)OC1=C(C=CC=C1)C1CCN(CC1)[C@H]1CC2(CN(C2)C(=O)C2COC2)CC1